7-Cyclopentyl-2-[5-(4-cyclopentyl-piperazin-1-yl)-pyridin-2-ylamino]-7H-pyrrolo[2,3-d]pyrimidine-6-carboxylic acid dimethylamide CN(C(=O)C1=CC2=C(N=C(N=C2)NC2=NC=C(C=C2)N2CCN(CC2)C2CCCC2)N1C1CCCC1)C